ClC1=C(OCC(=O)N2C[C@@H]3N(C(C4=C(NC3)C=CC(=C4)C4=CC(=CC(=C4)C(F)(F)F)C)=O)CC2)C=CC(=C1)OC(F)(F)F (R)-2-(2-(2-chloro-4-(trifluoromethoxy)phenoxy)acetyl)-8-(3-methyl-5-(trifluoromethyl)phenyl)-1,3,4,11,12,12a-hexahydrobenzo[e]pyrazino[1,2-a][1,4]diazepin-6(2H)-one